N1C=NC(=C1)C1=CC=C(OCC2=CC(=NN2C)C(F)(F)F)C=C1 5-((4-(1H-imidazol-4-yl)phenoxy)methyl)-1-methyl-3-(trifluoromethyl)-1H-pyrazole